COC=1C(=NC=NC1C)C(=O)O 5-methoxy-6-methylpyrimidine-4-carboxylic acid